C(OCCCCC)(OCCCCCCCCCC)=O amyl decyl carbonate